4-cyclopropyl-2-(4-fluoro-2-methylphenoxy)-N-(3-methylbenzo[d]isoxazol-5-yl)-5-(trifluoromethyl)benzamide C1(CC1)C1=CC(=C(C(=O)NC=2C=CC3=C(C(=NO3)C)C2)C=C1C(F)(F)F)OC1=C(C=C(C=C1)F)C